CC=1C=C(C=C(C1)C)P(C1=C(C(=CC(=C1)OC)OC)C1=C(C=C(C=C1OC)OC)P(C1=CC(=CC(=C1)C)C)C1=CC(=CC(=C1)C)C)C1=CC(=CC(=C1)C)C 2,2'-bis[bis(3,5-dimethylphenyl)phosphino]-4,4',6,6'-tetramethoxybiphenyl